OC(CN1N=C(C=C1)CN1N=NC(=C1)C1=C2C(=NC(=C1)C=1C(=C(C#N)C=CC1)C)NC=N2)(C)C (7-(1-((1-(2-hydroxy-2-methylpropyl)-1H-pyrazol-3-yl)methyl)-1H-1,2,3-triazol-4-yl)-3H-imidazo[4,5-b]pyridin-5-yl)-2-methylbenzonitrile